C(C)(C)(C)C1=CC=C(S1)S(=O)(=O)NC1=C(C=CC=C1)N1CCC(CC1)(F)F 5-(tert-butyl)-N-[2-(4,4-difluoro-1-piperidyl)phenyl]thiophene-2-sulfonamide